(1R,3R,4R)-N-((R)-1-cyano-2-((S)-2-oxopiperidin-3-yl)ethyl)-2-((R)-3-cyclopropyl-2-((5-methylpyridin-3-yl)amino)propanoyl)-5,5-difluoro-2-azabicyclo[2.2.2]octane-3-carboxamide C(#N)[C@@H](C[C@H]1C(NCCC1)=O)NC(=O)[C@@H]1N([C@H]2CC([C@@H]1CC2)(F)F)C([C@@H](CC2CC2)NC=2C=NC=C(C2)C)=O